NC1=NC=CC=C1C1=NC=2C(=NC(=CC2)C2=CC=CC=C2)N1C1=CC=C(C=C1)C1(CCC1)NCCC1=CC(=C(C=O)C=C1)O 4-{2-[(1-{4-[2-(2-aminopyridin-3-yl)-5-phenylimidazo[4,5-b]pyridin-3-yl]phenyl}cyclobutyl)amino]ethyl}-2-hydroxybenzaldehyde